IC1=C(OC2=NC=CC=C2C2=NC=CC=C2)C=CC=C1 2'-(2-iodophenoxy)-2,3'-bipyridine